FC1=C(OC2=CC(=NC=N2)OC2=C(C=CC=C2)/C(/C(=O)OC)=C\OC)C(=CC=C1)F methyl (E)-2-[2-[6-(2,6-difluorophenoxy) pyrimidin-4-yloxy] phenyl]-3-methoxypropenoate